CSCC1CO1 2-[(methylthio)methyl] ethylene oxide